C(C)(C)(C)[Si](C)(C)OCC1=C(C=C(C=C1)[N+](=O)[O-])F tert-butyl((2-fluoro-4-nitrobenzyl)oxy)dimethylsilane